2-butyl-5-methyl-6-pyridin-3-yl-3-[[4-[2-(2H-tetrazol-5-yl)phenyl]phenyl]methyl]imidazo[4,5-b]pyridine C(CCC)C1=NC=2C(=NC(=C(C2)C=2C=NC=CC2)C)N1CC1=CC=C(C=C1)C1=C(C=CC=C1)C=1N=NNN1